(R)-N'-(((R)-3-methyl-3,5,6,7-tetrahydro-2H-indeno[5,6-b]furan-4-yl)carbamoyl)-6,7-dihydro-5H-pyrazolo[5,1-b][1,3]oxazine-3-sulfonimidamide C[C@@H]1C2=C(OC1)C=C1CCCC1=C2NC(=O)N=[S@](=O)(N)C=2C=NN1C2OCCC1